NC1=NC=CC(=C1[N+](=O)[O-])C=1C=NN(C1)C1=NC=C(CN2CC(C2)C#N)C=C1 1-(6-(4-(2-amino-3-nitropyridin-4-yl)-1H-pyrazol-1-yl)nicotinyl)azetidine-3-carbonitrile